tert-Butyl(1-((4-bromophenyl)amino)-1-oxo-3-phenylpropan-2-yl)(methyl)carbamate C(C)(C)(C)OC(N(C)C(C(=O)NC1=CC=C(C=C1)Br)CC1=CC=CC=C1)=O